6-cyclopropyl-N-[(4-methyl-1H-benzimidazol-2-yl)methyl]-1-(oxan-4-yl)-1H-pyrazolo[3,4-b]pyrazin-3-amine C1(CC1)C1=CN=C2C(=N1)N(N=C2NCC2=NC1=C(N2)C=CC=C1C)C1CCOCC1